[2-[3-[2-[1-[2-[3,5-bis(difluoromethyl)pyrazol-1-yl]acetyl]-4-piperidyl]thiazol-4-yl]-4,5-dihydroisoxazol-5-yl]-3-chloro-phenyl] methanesulfonate CS(=O)(=O)OC1=C(C(=CC=C1)Cl)C1CC(=NO1)C=1N=C(SC1)C1CCN(CC1)C(CN1N=C(C=C1C(F)F)C(F)F)=O